4-[4-(3-chlorophenyl)-4-methoxypiperidin-1-yl]-1-methyl-2-oxo-1,2-dihydroquinoline-3-carboxamide ClC=1C=C(C=CC1)C1(CCN(CC1)C1=C(C(N(C2=CC=CC=C12)C)=O)C(=O)N)OC